(S)-1-((Z)-(((4-chlorophenyl)sulfonyl)imino)((S)-3-(4-fluorophenyl)-4-phenyl-4,5-dihydro-1H-pyrazol-1-yl)methyl)pyrrolidine-3-sulfonamide ClC1=CC=C(C=C1)S(=O)(=O)\N=C(\N1C[C@H](CC1)S(=O)(=O)N)/N1N=C([C@H](C1)C1=CC=CC=C1)C1=CC=C(C=C1)F